(R)-5-(7-chloro-5-(5-chlorothiophen-3-yl)-3-cyclohexyl-2-methyl-1,1-dioxido-2,3,4,5-tetrahydrobenzo[f][1,2,5]thiadiazepin-8-yl)-2-fluorobenzoic acid ClC=1C(=CC2=C(N(C[C@H](N(S2(=O)=O)C)C2CCCCC2)C2=CSC(=C2)Cl)C1)C=1C=CC(=C(C(=O)O)C1)F